R-6H-purine N1=CN=C2N=CN=C2C1